C(C=1C(C(=O)OCC)=CC=CC1)(=O)OCC di(2-ethyl) phthalate